ClC=1N=C(C2=C(N1)C(=C(N=C2)Cl)F)N2CC1CCC(C2)O1 3-(2,7-Dichloro-8-fluoropyrido[4,3-d]pyrimidin-4-yl)-8-oxa-3-azabicyclo[3.2.1]octane